Cl.C(C)(=O)OC=1C=C2C(=NC=NC2=CC1OC)Cl 4-chloro-7-methoxyquinazolin-6-yl acetate hydrochloride salt